ClC=1SC=2C(N1)=C(C=C(C2)OC)C=O 2-chloro-6-methoxybenzo[d]thiazole-4-carbaldehyde